Methyl 5-hydroxy-2-oxo-1-(pyridin-2-ylmethyl)-2,3,4,5-tetrahydro-1H-benzo[b]azepine-4-carboxylate OC1C2=C(N(C(CC1C(=O)OC)=O)CC1=NC=CC=C1)C=CC=C2